P(=O)(OC1=C(C=CC=C1)C(C)C)([O-])[O-] mono(isopropylphenyl) phosphate